4-((1-(4-(2-(2-aminopyridin-3-yl)-5-phenyl-3H-imidazo[4,5-b]pyridin-3-yl)benzyl)piperidin-4-yl)(methyl)amino)-1,3,5-triazine-2-carbonitrile NC1=NC=CC=C1C1=NC=2C(=NC(=CC2)C2=CC=CC=C2)N1C1=CC=C(CN2CCC(CC2)N(C2=NC(=NC=N2)C#N)C)C=C1